methyl (R)-1'-methyl-1,3-dihydrospiro[indene-2,3'-pyrrolidine]-5-carboxylate CN1C[C@]2(CC1)CC1=CC=C(C=C1C2)C(=O)OC